4-chlorophenylpropylsulfonic acid ClC1=CC=C(C=C1)CCCS(=O)(=O)O